methanesulfonic acid 2-(4-chloro-phenoxy)-3-methyl-butyl ester ClC1=CC=C(OC(COS(=O)(=O)C)C(C)C)C=C1